2-chlorophenyl-2-(4-cyanophenylamino)-pyrimidin-4-ylketone-N-(2-hydroxyphenyl) Semicarbazone OC1=C(C=CC=C1)N(N=C(C1=NC(=NC=C1C1=C(C=CC=C1)Cl)NC1=CC=C(C=C1)C#N)C1=NC(=NC=C1C1=C(C=CC=C1)Cl)NC1=CC=C(C=C1)C#N)C(=O)N